N-benzyl-N,2,4-trimethyl-7-oxo-6-(3,4,5-trichlorophenyl)-6-azabicyclo[3.2.1]oct-3-ene-8-carboxamid C(C1=CC=CC=C1)N(C(=O)C1C2C(C=C(C1N(C2=O)C2=CC(=C(C(=C2)Cl)Cl)Cl)C)C)C